5-chloro-2-methyl-N-((1r,4r)-4-((3-(4-(oxazol-5-yl)phenyl)-2-oxo-2,3-dihydro-1H-benzo[d]imidazol-1-yl)methyl)cyclohexyl)nicotinamide ClC=1C=NC(=C(C(=O)NC2CCC(CC2)CN2C(N(C3=C2C=CC=C3)C3=CC=C(C=C3)C3=CN=CO3)=O)C1)C